N-Cyclohexyl-1,3-propandiamin C1(CCCCC1)NCCCN